O=C1C(O)=C(O)[C@H](O1)[C@@H](O)CO.C(C)O ethanol-ascorbic acid